ClC1=CC=CC2=C1NC(=N2)C(=O)N2CC=1N(CC2)C(=NC1C)C(F)(F)F (7-chloro-1H-benzo[d]imidazol-2-yl)(1-methyl-3-(trifluoromethyl)-5,6-dihydroimidazo[1,5-a]pyrazin-7(8H)-yl)methanone